N1=CC=C(C=C1)CN1C(=CC=C1)C(=O)NC=1SC=C(N1)C=CC1OCCCC1 1-(pyridin-4-ylmethyl)-N-(4-(2-(tetrahydro-2H-pyran-2-yl)vinyl)thiazol-2-yl)-1H-pyrrole-2-carboxamide